N,N,1-trimethyl-4-(2-{[(3S)-piperidin-3-yl]amino}-5-(trifluoromethyl)pyrimidin-4-yl)-1H-pyrrol-2-carboxamide CN(C(=O)C=1N(C=C(C1)C1=NC(=NC=C1C(F)(F)F)N[C@@H]1CNCCC1)C)C